C(C1=CC=CC=C1)(C1=CC=CC=C1)C1=C(N)C(=C(C(=C1F)F)F)C(C1=CC=CC=C1)C1=CC=CC=C1 2,6-bis(benzhydryl)-3,4,5-trifluoroaniline